5-[3-[3-[4-[4-amino-3-(4-phenoxyphenyl)pyrazolo[3,4-d]pyrimidin-1-yl]-1-piperidyl]azetidin-1-yl]azetidin-1-yl]-2-(2,6-dioxo-3-piperidyl)isoindoline-1,3-dione oxalate C(C(=O)O)(=O)O.NC1=C2C(=NC=N1)N(N=C2C2=CC=C(C=C2)OC2=CC=CC=C2)C2CCN(CC2)C2CN(C2)C2CN(C2)C=2C=C1C(N(C(C1=CC2)=O)C2C(NC(CC2)=O)=O)=O